pyrrolizine-1-carboxylic acid C1(C=CN2C=CC=C12)C(=O)O